2-(4-isobutylphenyl)-N-(4-methylthiazol-2-yl)propionamide C(C(C)C)C1=CC=C(C=C1)C(C(=O)NC=1SC=C(N1)C)C